C(#N)C=1C=C(C=CC1)C1CC=NN1C(=O)C12CC(C1)(C2)CN2N=CC1=CC(=CC=C21)C#N 1-((3-(5-(3-cyanophenyl)-4,5-dihydro-1H-pyrazole-1-carbonyl)bicyclo[1.1.1]-pentan-1-yl)methyl)-1H-indazole-5-carbonitrile